CN1C(=CC2=CC(=CC=C12)N)C1=CC=CC=2N1N=C(N2)NC(=O)C2CC2 N-[5-(1-methyl-5-amino-indol-2-yl)-[1,2,4]triazolo[1,5-a]pyrid-2-yl]cyclopropanecarboxamide